caffeoamide C(\C=C\C1=CC(O)=C(O)C=C1)(=O)N